2-[6-(hydroxymethyl)pyridin-3-yl]-2,3-dihydro-1H-isoindole-1,3-dione OCC1=CC=C(C=N1)N1C(C2=CC=CC=C2C1=O)=O